O1C(=CC2=C1C=CC=C2)C=2N=C(SC2SC(C)C)N2N=C(C(=C2C(=O)O)C2=CC(=CC=C2)F)C 1-(4-(benzofuran-2-yl)-5-(isopropylthio)thiazol-2-yl)-4-(3-fluorophenyl)-3-methyl-1H-pyrazole-5-carboxylic acid